Cl.COC(C[C@@H](C1=CC=C(C=C1)S(=O)(=O)CC)N)=O (3S)-3-amino-3-(4-(ethylsulfonyl)phenyl)propionic acid methyl ester hydrochloride